BrC1=CC(=C(C(=C1)C(F)(F)F)O)F 4-bromo-2-fluoro-6-(trifluoromethyl)phenol